5-(Trifluoromethyl)pyrazolo[1,5-a]pyrimidine-3-carboxylic acid FC(C1=NC=2N(C=C1)N=CC2C(=O)O)(F)F